(S)-N-(3-FLUOROPHENYL)-6-(PIPERIDIN-3-YLOXY)-3-(TRIFLUOROMETHYL)IMIDAZO[1,2-B]PYRIDAZIN-8-AMINE HYDROCHLORIDE Cl.FC=1C=C(C=CC1)NC=1C=2N(N=C(C1)O[C@@H]1CNCCC1)C(=CN2)C(F)(F)F